NC1=CC=C(OC=2C=C(C=CC2)OC2=CC(=CC=C2)OC2=CC=C(C=C2)N)C=C1 bis[3-(4-aminophenoxy)phenyl]ether